O1C(=NC=C1)C1(CC1)N1C(C2=CC=CC=C2C1=O)=O 2-[1-(1,3-oxazol-2-yl)cyclopropyl]-2,3-dihydro-1H-isoindole-1,3-dione